FC1=CC=C2C(=NN(C2=C1)CC(C)(C)O)C(=O)O 6-fluoro-1-(2-hydroxy-2-methylpropyl)-1H-indazole-3-carboxylic acid